(R)-N-(3,3-difluoro-1-(methylsulfonyl)piperidin-4-yl)-5-(1-(2-fluoroethyl)-1H-benzo[d][1,2,3]triazol-6-yl)-4-methoxypyrrolo[2,1-f][1,2,4]triazin-7-d-2-amine FC1(CN(CC[C@H]1NC1=NN2C(C(=N1)OC)=C(C=C2[2H])C=2C=CC1=C(N(N=N1)CCF)C2)S(=O)(=O)C)F